8-nitro-2-(4-phenoxyphenyl)pyrazolo[1,5-a]quinazoline-3-carboxamide [N+](=O)([O-])C1=CC=C2C=NC=3N(C2=C1)N=C(C3C(=O)N)C3=CC=C(C=C3)OC3=CC=CC=C3